FC=1C=C(C=CC1N1CCN(CC1)C(C1=CC=C(C=C1)O)=O)C(CCC)=O 1-(3-fluoro-4-(4-(4-hydroxybenzoyl)piperazin-1-yl)phenyl)butan-1-one